rac-4-[4-amino-2-(N-(2-amino-1-methyl-2-oxo-ethyl)-4-fluoro-anilino)thiazole-5-carbonyl]-N-cyclopropyl-benzamide NC=1N=C(SC1C(=O)C1=CC=C(C(=O)NC2CC2)C=C1)N(C1=CC=C(C=C1)F)[C@@H](C(=O)N)C |r|